3-(benzyloxy)oxepan-4-ol C(C1=CC=CC=C1)OC1COCCCC1O